ClC1=C(C=C(C=C1C)F)[C@H]1NCC[C@H]1O (2R,3R)-2-(2-chloro-5-fluoro-3-methyl-phenyl)pyrrolidin-3-ol